(3S)-tert-butyl 3-methyl-6-(2-(1,5,5-trimethylpyrrolidin-3-yl)benzo[d]thiazol-5-yl)-3,4-dihydropyridine-1(2H)-carboxylate C[C@@H]1CN(C(=CC1)C=1C=CC2=C(N=C(S2)C2CN(C(C2)(C)C)C)C1)C(=O)OC(C)(C)C